FC=1C=C(C=NC1)CC1CN(CC1)CC1=CN=C(S1)NC(C)=O N-(5-((3-((5-fluoropyridin-3-yl)methyl)pyrrolidin-1-yl)methyl)thiazol-2-yl)acetamide